6-(1-(3-(1H-1,2,3-triazol-1-yl)propanoyl)-1,2,5,6-tetrahydropyridin-3-yl)-7-fluoro-4-(2-methoxyphenyl)-N,N-dimethylbenzo[b]thiophene-2-carboxamide N1(N=NC=C1)CCC(=O)N1CC(=CCC1)C=1C=C(C2=C(SC(=C2)C(=O)N(C)C)C1F)C1=C(C=CC=C1)OC